3-(3-Aminopropoxy)-2-isopropyl-5-(isoquinolin-3-yl)phenol, bis-trifluoroacetic acid salt FC(C(=O)O)(F)F.FC(C(=O)O)(F)F.NCCCOC=1C(=C(C=C(C1)C=1N=CC2=CC=CC=C2C1)O)C(C)C